CC12C(OC3(C(C1)C(CCC3)(C)C)CC2)=O hexahydro-3,5,5-trimethyl-3,8a-ethano-8aH-1-benzopyran-2(3H)-one